ClC=1C(=NC(=C(C(=O)NC=2C=C(C=CC2)[S@](=O)(C)=NC(OC(C)(C)C)=O)C1C)N1CCC(CCC1)(F)F)Cl tert-butyl (R)-((3-(5,6-dichloro-2-(4,4-difluoroazepan-1-yl)-4-methylnicotinamido)phenyl)(methyl)(oxo)-λ6-sulfaneylidene)carbamate